COC=1C=C(C=CC(=O)O)C=CC1OC1=CC=CC=C1 3-methoxy-4-phenoxycinnamic acid